methylamino-6-(4-(trifluoromethyl)phenyl)cyclohexan-1-one CNC1C(C(CCC1)C1=CC=C(C=C1)C(F)(F)F)=O